N-(4-fluoro-3-methoxy-phenyl)-N-(methoxymethyl)imidazo[1,2-a]pyridine-6-carboxamide FC1=C(C=C(C=C1)N(C(=O)C=1C=CC=2N(C1)C=CN2)COC)OC